OC1(CC(C1)C(=O)N1CC2(C1)C[C@H](CC2)CC2=CC(=CC=C2)C(C)C)C |r| (rac)-((1s,3s)-3-Hydroxy-3-methylcyclobutyl)(6-(3-isopropylbenzyl)-2-azaspiro[3.4]octan-2-yl)methanone